ClC1=C(C=CC=C1)C(=O)N1B(C2=C(C=N1)C=C(C=C2)C2=C(C=CC=C2)Cl)O (2-chlorophenyl)-[6-(2-chlorophenyl)-1-hydroxy-2,3,1-benzodiazaborinin-2-yl]methanone